FC1=C(C=CC(=C1)C(F)(F)F)COC1CN(C1)C(=O)N1C[C@@]2([C@@H](OCC(N2)=O)CC1)O (4aS,8aS)-6-[3-[[2-fluoro-4-(trifluoromethyl)phenyl]methoxy]azetidine-1-carbonyl]-4a-hydroxy-5,7,8,8a-tetrahydro-4H-pyrido[4,3-b][1,4]oxazin-3-one